9-(3-hydroxyadamantan-1-yl)-2-((6-methoxy-4-methylpyridin-3-yl)amino)-7-methyl-7,9-dihydro-8H-purin-8-one OC12CC3(CC(CC(C1)C3)C2)N2C3=NC(=NC=C3N(C2=O)C)NC=2C=NC(=CC2C)OC